The molecule is a a gallocatechin that has (2S,3R)-configuration. It has a role as an antioxidant, a radical scavenger and a metabolite. It is an enantiomer of a (+)-gallocatechin. C1[C@H]([C@@H](OC2=CC(=CC(=C21)O)O)C3=CC(=C(C(=C3)O)O)O)O